ClC=1C=C(C=CC1Cl)C=1N=C(SC1SC(C)C)N1N=C(C(=C1C(=O)O)C1=CC(=CC(=C1)OC1COC1)F)C 1-(4-(3,4-dichlorophenyl)-5-(isopropylsulfanyl)thiazol-2-yl)-4-(3-fluoro-5-(oxetan-3-yloxy)phenyl)-3-methyl-1H-pyrazole-5-carboxylic acid